N,2-dicyclopentyl-5,6,7,8-tetrahydropyrido[3,2-d]pyrimidin-4-amine C1(CCCC1)NC=1C2=C(N=C(N1)C1CCCC1)CCCN2